O1COC2=C1C=CC(=C2)C(=O)N benzo[d]-[1,3]dioxole-5-carboxamide